3-chloro-4,5-difluoro-pyridine ClC=1C=NC=C(C1F)F